5-mercapto-2,4-dihydro-3H-1,2,4-triazol-3-one SC=1NC(NN1)=O